ClC=1C(=C2C(=NC1)NC(=N2)C2=CC(=C(C=C2)N2CCN(CC2)CCOC)F)NC2CCN(CC2)CC 6-Chloro-N-(1-ethylpiperidin-4-yl)-2-{3-fluoro-4-[4-(2-methoxyethyl)piperazin-1-yl]phenyl}-3H-imidazo[4,5-b]pyridin-7-amine